C1(=CC=CC=C1)C1=C(C2=CC=CC=C2C=C1)C1=C(C(=C(C2=CC3=CC=CC=C3C=C12)C1=C(C=CC=C1)C1=CC=CC2=CC=CC=C12)C1=C(C=CC2=CC=CC=C12)C1=CC=CC=C1)C1=C(C=CC=C1)C1=CC=CC2=CC=CC=C12 (phenylnaphthyl)(naphthylphenyl)(phenylnaphthyl)(naphthylphenyl)anthracene